1,11-UndecaneDicarboxylic acid C(CCCCCCCCCCC(=O)O)C(=O)O